N-(4-((4-(3,5-Dichlorophenyl)piperazin-1-yl)sulfonyl)phenyl)-2-(1H-pyrazol-1-yl)benzamide ClC=1C=C(C=C(C1)Cl)N1CCN(CC1)S(=O)(=O)C1=CC=C(C=C1)NC(C1=C(C=CC=C1)N1N=CC=C1)=O